aluminum bis(butyl acetoacetate)-mono(ethyl acetoacetate) C(C)CC(CC(=O)[O-])=O.C(CCC)CC(CC(=O)[O-])=O.C(CCC)CC(CC(=O)[O-])=O.[Al+3]